C(C1=CC=CC=C1)N([C@H]([C@@H](C)CC)C(=O)N[C@@H](CC(C)C)C(=O)O)C(CCC(NO)=O)=O (R)-benzyl-3-(N-hydroxy-carbamoyl)propionyl-L-isoleucyl-L-leucine